4-Allyloxy-N-(4-(4-(((2S,4R)-2-(2,4-Dichlorophenyl)-2-Methyl-1,3-Dioxolan-4-yl)Methoxy)Phenyl)Piperazin-1-yl)Phenylbutyric Amide C(C=C)OC1=CC=C(C=C1)C(C(=O)NN1CCN(CC1)C1=CC=C(C=C1)OC[C@H]1O[C@@](OC1)(C)C1=C(C=C(C=C1)Cl)Cl)CC